8-(4-Fluoropiperidin-1-yl)-N-(1-(methylsulfonyl)piperidin-4-yl)-7-(1H-pyrazol-4-yl)-[1,2,4]triazolo[1,5-a]pyridin-2-amine FC1CCN(CC1)C=1C=2N(C=CC1C=1C=NNC1)N=C(N2)NC2CCN(CC2)S(=O)(=O)C